CC1=C(C(=O)NCC=2C(NC(=CC2SC)C)=O)C=CC=C1 2-methyl-N-((6-methyl-4-(methylthio)-2-oxo-1,2-dihydropyridin-3-yl)methyl)benzamide